Ammonium styrol C=CC1=CC=CC=C1.[NH4+]